1-(isoquinolin-4-yl)piperidine-3-carbonyl chloride C1=NC=C(C2=CC=CC=C12)N1CC(CCC1)C(=O)Cl